2-(3,4-dichlorophenoxy)-N-hydroxyacetamidine ClC=1C=C(OCC(=N)NO)C=CC1Cl